COC1=C(C(=CC=C1)OC)C=1N=C(OC1C=1SC=CC1)C1=CC=CC=C1 4-(2,6-dimethoxyphenyl)-2-phenyl-5-(thiophen-2-yl)oxazole